6-(6-(((1r,2r,3s,5s)-2-fluoro-1,5-dimethyl-9-azabicyclo[3.3.1]non-3-yl)oxy)pyridazin-3-yl)-7-hydroxy-3-methylquinazolin-4(3H)-one F[C@@H]1[C@]2(CCC[C@@](C[C@@H]1OC1=CC=C(N=N1)C=1C=C3C(N(C=NC3=CC1O)C)=O)(N2)C)C